C1(CC1)C=1N=CC=2C3=C(C=C(C2C1)S(=O)(=O)NCC(C)(C)F)CCC3OC=3C=NC=CC3 3-cyclopropyl-N-(2-fluoro-2-methylpropyl)-9-pyridin-3-yloxy-8,9-dihydro-7H-cyclopenta[h]isoquinoline-5-sulfonamide